S1C(=CC=C1)C1=NC2=CC=CC=C2C=C1.S1C(=CC=C1)C1=NC2=CC=CC=C2C=C1.[Ir+3] iridium(III) bis((thienyl)quinoline)